CN1S(C2=C(C(C3=C1C=CS3)=O)C=CC=C2)(=O)=O 4-Methylbenzo[f]thieno[3,2-c][1,2]thiazepin-10(4H)-one 5,5-dioxide